C(C)(=O)O[C@H]1[C@H](N(C[C@@H]1O)C)CC1=CC=C(C=C1)OC methyl-(2R,3S,4S)-2-[(4-methoxyphenyl)methyl]-3,4-pyrrolidinediol 3-acetate